(2S,5R)-2-(N-((R)-1-ethylpyrrolidine-3-carbonyl) carbamimidoyl)-7-oxo-1,6-diazabicyclo[3.2.1]octan-6-yl hydrogen sulfate S(=O)(=O)(ON1[C@@H]2CC[C@H](N(C1=O)C2)C(NC(=O)[C@H]2CN(CC2)CC)=N)O